ClC1=C(C=CC(=C1NC=1C(=C2C(N(C=NC2=CC1)C)=O)Cl)F)NS(=O)(=O)N1CC2(C1)CCC2 N-(2-chloro-3-((5-chloro-3-methyl-4-oxo-3,4-dihydroquinazolin-6-yl)amino)-4-fluorophenyl)-2-azaspiro[3.3]heptane-2-sulfonamide